C(C1=CC=CC=C1)OC(=O)N(C1CN(C1)C(=O)O)C 3-{[(benzyloxy)carbonyl](methyl)amino}Azetidine-1-carboxylic acid